CCNCCCCOC1=CC=C2C=C(C(OC2=C1)=NO)C(C)=O 7-[4-(2-ethylamino)-butoxy]-3-acetylcoumarin oxime